CC(C1=CC(=CC=C1)C(=C)C)(C)N=C=O α,α-Dimethyl-m-Isopropenylbenzylisocyanat